(R)-1-(3,3-difluoro-4-((6-fluoro-5-(1-(2-fluoroethyl)-1H-benzo[d][1,2,3]triazol-6-yl)-4-methoxypyrrolo[2,1-f][1,2,4]triazin-2-yl-7-d)amino)piperidin-1-yl)ethan-1-one-2,2,2-d3 FC1(CN(CC[C@H]1NC1=NN2C(C(=N1)OC)=C(C(=C2[2H])F)C=2C=CC1=C(N(N=N1)CCF)C2)C(C([2H])([2H])[2H])=O)F